undecenoic acid chloride C(C=CCCCCCCCC)(=O)Cl